(S)-N-(1-(3-methyl-benzyl)cyclopropyl)-2-(1-methylpyrrolidin-2-yl)acetamide CC=1C=C(CC2(CC2)NC(C[C@H]2N(CCC2)C)=O)C=CC1